ClC1=C(C=C(C=C1)O)O 1-chloro-2,4-dihydroxybenzene